tert-Butyl 4-(2-cyano-5-isobutyl-3-methylphenyl)piperazine-1-carboxylate C(#N)C1=C(C=C(C=C1C)CC(C)C)N1CCN(CC1)C(=O)OC(C)(C)C